(E)-4-(3-oxa-6-azabicyclo[3.1.1]heptan-6-yl)-N-(4-((3-chloro-2-fluorophenyl)amino)-7-(((1R,5S)-3-methyl-3-azabicyclo[3.1.0]hexan-1-yl)ethynyl)quinazolin-6-yl)but-2-enamide C12COCC(N1C/C=C/C(=O)NC=1C=C3C(=NC=NC3=CC1C#C[C@@]13CN(C[C@H]3C1)C)NC1=C(C(=CC=C1)Cl)F)C2